3-(Cyclobutylamino)-N-[(2R)-2-hydroxy-2-[(3S)-7-hydroxy-1,2,3,4-tetrahydroisoquinolin-3-yl]ethyl]-5-(1-piperidyl)benzamide C1(CCC1)NC=1C=C(C(=O)NC[C@H]([C@H]2NCC3=CC(=CC=C3C2)O)O)C=C(C1)N1CCCCC1